Methyl 5-[(3aS,7R,7aS)-2,2-dimethyl-7-methylsulfonyloxy-4,6,7,7a-tetrahydro-3aH-[1,3]di-oxolo[4,5-c]pyridin-5-yl]-5-oxo-pentanoate CC1(O[C@H]2[C@H](CN(C[C@H]2OS(=O)(=O)C)C(CCCC(=O)OC)=O)O1)C